2-(2,6-difluorophenyl)-N-[(3S)-9-fluoro-2-oxo-5-phenyl-1,3-dihydro-1,4-benzodiazepine-3-yl]-6,7-dihydro-5H-pyrazolo[5,1-b][1,3]Oxazine-3-carboxamide FC1=C(C(=CC=C1)F)C1=NN2C(OCCC2)=C1C(=O)N[C@@H]1C(NC2=C(C(=N1)C1=CC=CC=C1)C=CC=C2F)=O